oleylbis(2-hydroxyethyl)amine oxide C(CCCCCCC\C=C/CCCCCCCC)[N+](CCO)(CCO)[O-]